C1C2=CC=CC=C2NC1=O Dihydroindolone